tert-butyl (tert-butoxycarbonylimino-pyrazol-1-yl-methyl)-carbamate C(C)(C)(C)OC(=O)N=C(N1N=CC=C1)NC(OC(C)(C)C)=O